Cl.C(CCCCCCCCCCC)NCCNCCNCC(=O)O dodecylaminoethylaminoethylglycine hydrochloride